1-(3,3-difluoro-4-((4-((5-(furan-2-yl)-2-methoxyphenyl)amino)-7-methoxy-quinazolin-5-yl)oxy)piperidin-1-yl)prop-2-en-1-one FC1(CN(CCC1OC1=C2C(=NC=NC2=CC(=C1)OC)NC1=C(C=CC(=C1)C=1OC=CC1)OC)C(C=C)=O)F